C(C)(C)(C)OC(N=S(=O)(C)C1=CC(=CC=C1)NC(C1=C(N=CC(=C1C)C1=CC=C(C=C1)OC)N1CCC(CCC1)(F)F)=O)=O.COC=1C=C(C=CC1OC)C=1OC(=CN1)C 2-(3,4-dimethoxyphenyl)-5-methyl-oxazole tert-butyl-((3-(2-(4,4-difluoroazepan-1-yl)-5-(4-methoxyphenyl)-4-methylnicotinamido)phenyl)(methyl)(oxo)-λ6-sulfaneylidene)carbamate